rel-(2R,3S,4R)-3-(3,4-difluoro-2-methoxyphenyl)-N-(2-(1,2-dihydroxyethyl)pyridin-4-yl)-4,5,5-trimethyltetrahydrofuran-2-carboxamide FC=1C(=C(C=CC1F)[C@H]1[C@@H](OC([C@@H]1C)(C)C)C(=O)NC1=CC(=NC=C1)C(CO)O)OC |o1:8,9,12|